The molecule is an organic heterotetracyclic compound whose skeleton is composed of 3,5-diformyl-isopentyl substituted phloroglucinol fused with a cadinane ring system. Isolated from Eucalyptus globulus, it exhibits antineoplastic activity. It has a role as a metabolite and an antineoplastic agent. It is a member of benzaldehydes, a cyclic ether, an organic heterotetracyclic compound, a member of resorcinols and a tertiary alcohol. CC(C)C[C@@H]1C2=C(C(=C(C(=C2O[C@@H]3[C@@]1(CC[C@@]4([C@H]3C(=C(C)C)CCC4=C)O)C)C=O)O)C=O)O